(S)-2-(5-(3-((2-Chloro-5-iodopyridin-4-yl)amino)butoxy)-1-methyl-1H-pyrazol-4-yl)pyrimidin-4-amine ClC1=NC=C(C(=C1)N[C@H](CCOC1=C(C=NN1C)C1=NC=CC(=N1)N)C)I